N-decyl-N-(8-((8-(didecylamino)-8-oxooctyl)(5-hydroxypentyl)amino)octyl)decanoamide C(CCCCCCCCC)N(C(CCCCCCCCC)=O)CCCCCCCCN(CCCCCO)CCCCCCCC(=O)N(CCCCCCCCCC)CCCCCCCCCC